tert-butyl (R)-5-(N-ethyl-N-(2,2,2-trifluoro-1-(4-fluorophenyl)ethyl)sulfamoyl)-1H-benzo[d]imidazole-1-carboxylate C(C)N(S(=O)(=O)C1=CC2=C(N(C=N2)C(=O)OC(C)(C)C)C=C1)[C@@H](C(F)(F)F)C1=CC=C(C=C1)F